COC(=O)C1=C(C=CC=C1)C1=CC=CC=C1 (methoxycarbonyl)-[1,1'-biphenyl]